ClC=1C=C(C=C(C1SC1=NN(C(C(=C1)C(C)C)=O)C)Cl)NC(=O)C1=NOC(N1)=O N-(3,5-dichloro-4-((5-isopropyl-1-methyl-6-oxo-1,6-dihydropyridazin-3-yl)thio)phenyl)-5-oxo-4,5-dihydro-1,2,4-oxadiazole-3-carboxamide